4,6-dihydroxynicotinic acid methyl ester COC(C1=CN=C(C=C1O)O)=O